ClC1=CC=C(C(=N1)C(=O)O)NC(C)C=1C=C(C=C2C(N(C(=NC12)N1CCN(CC1)C1=NC=CC=C1)C)=O)C 6-Chloro-3-((1-(3,6-dimethyl-4-oxo-2-(4-(pyridin-2-yl)piperazin-1-yl)-3,4-dihydroquinazolin-8-yl)ethyl)amino)picolinic acid